(R)-1-(3,5-dichloro-4-(cyclopropylmethoxy)phenethyl)piperidin-3-amine hydrochloride Cl.ClC=1C=C(CCN2C[C@@H](CCC2)N)C=C(C1OCC1CC1)Cl